(R)-N-[(1R)-1-[3-(difluoromethyl)-5-nitro-phenyl]ethyl]-2-methyl-propane-2-sulfinamide FC(C=1C=C(C=C(C1)[N+](=O)[O-])[C@@H](C)N[S@](=O)C(C)(C)C)F